N1(N=CN=C1)C1CCC(CC1)N1N=C2C=C(C(=CC2=C1)C(=O)NC=1C(N(C=CC1)C)=O)OC 2-((1r,4r)-4-(1H-1,2,4-Triazol-1-yl)cyclohexyl)-6-methoxy-N-(1-methyl-2-oxo-1,2-dihydropyridin-3-yl)-2H-indazole-5-carboxamide